2,2-bis(4-glycidoxy-3-isopropylphenyl)propane C(C1CO1)OC1=C(C=C(C=C1)C(C)(C)C1=CC(=C(C=C1)OCC1CO1)C(C)C)C(C)C